FC1(CCN(CC1)CCCNC(=O)N1CCN(CC1)C1=NC(=NO1)C1=CC=C(C=C1)OC)CC1=NC=CC=C1 N-(3-(4-Fluoro-4-(pyridin-2-ylmethyl)piperidin-1-yl)propyl)-4-(3-(4-Methoxyphenyl)-1,2,4-oxadiazol-5-yl)piperazin-1-carboxamid